C[C@H]1N(CCN(C1=O)C)CCOC1=CC=C(C=N1)C1=NC2=CC=C(C=C2C=C1)C=1C2=C(C(N(C1)C)=O)N(C=C2)S(=O)(=O)C2=CC=C(C)C=C2 (R)-4-{2-[6-(2-(2,4-dimethyl-3-oxopiperazin-1-yl)ethoxy)pyridin-3-yl]quinolin-6-yl}-6-methyl-1-tosyl-1,6-dihydro-7H-pyrrolo[2,3-c]pyridin-7-one